BrC=1C(=CC(=C(C(=O)NC2=NNC=C2)C1)F)C 5-bromo-2-fluoro-4-methyl-N-(1H-pyrazol-3-yl)benzamide